C(C1=CC=CC=C1)OC1=C(C=C(C(=O)O)C=C1F)F 4-(benzyloxy)-3,5-difluorobenzoic acid